4'-hydroxy-chalcone OC1=CC=C(C(/C=C/C2=CC=CC=C2)=O)C=C1